ClC1=C(C=CC(=C1)Cl)C=1CCCC2=C(C1C1=CC=C(C=C1)N[C@@H]1CNCC1)C=CC(=C2)C(=O)OC Methyl (S)-8-(2,4-dichlorophenyl)-9-(4-(pyrrolidin-3-ylamino)phenyl)-6,7-dihydro-5H-benzo[7]annulene-3-carboxylate